Cl.C12CNCC(N1C1=C3C(N(C(=NC3=CC=C1)C)C1C(NC(CC1)=O)=O)=O)C2 3-(5-(3,6-diazabicyclo[3.1.1]heptane-6-yl)-2-methyl-4-oxoquinazolin-3(4H)-yl)piperidine-2,6-dione hydrochloride